(R)-1-(1-acryloylpyrrolidin-3-yl)-3-(4-(2,3-dimethylphenoxy)phenyl)-1H-imidazo[4,5-c]pyridin-2(3H)-one C(C=C)(=O)N1C[C@@H](CC1)N1C(N(C=2C=NC=CC21)C2=CC=C(C=C2)OC2=C(C(=CC=C2)C)C)=O